N'-((4-fluoro-2,6-diisopropyl-phenyl)carbamoyl)-2,5-dimeth-ylfuran-3-sulfonimidamide FC1=CC(=C(C(=C1)C(C)C)NC(=O)N=S(=O)(N)C1=C(OC(=C1)C)C)C(C)C